C(C)(C)(C)OC(=O)N1CCC(CC1)CC(=O)N1CCC(CC1)OS(=O)(=O)C 1-(1-Tert-butoxycarbonyl-4-piperidylacetyl)-4-methanesulfonyloxypiperidine